2-oxo-2,3-dihydro-1H-imidazo[4,5-c]pyridine-7-carboxamide O=C1NC2=C(C=NC=C2C(=O)N)N1